N-(3-chlorophenyl)-2-(pyrimidin-4-yl)imidazo[1,2-a]pyrazin-3-amine ClC=1C=C(C=CC1)NC1=C(N=C2N1C=CN=C2)C2=NC=NC=C2